(R)-1-(4-((5-(1-(2,2-difluoroethyl)-1H-benzo[d][1,2,3]triazol-6-yl)-6-fluoro-4-methoxypyrrolo[2,1-f][1,2,4]triazin-2-yl)amino)-3,3-difluoropiperidin-1-yl)-2-hydroxyethan-1-one FC(CN1N=NC2=C1C=C(C=C2)C=2C(=CN1N=C(N=C(C12)OC)N[C@H]1C(CN(CC1)C(CO)=O)(F)F)F)F